BrC=1C=C(N(N1)CC1CC1)C(=O)NC1=C(C=C(C=C1C(NC)=O)Cl)C 5-bromo-N-[4-chloro-2-methyl-6-(methylcarbamoyl)phenyl]-2-(cyclopropylmethyl)pyrazole-3-carboxamide